tetramethyl-disilane C[SiH2][Si](C)(C)C